ClC1=CC=C(N=N1)OC1=CC=C(C=C1)C(C=CC1=CC=C(C=C1)C)=O 1-(4-((6-chloropyridazin-3-yl)oxy)phenyl)-3-(4-methylphenyl)-2-propen-1-one